1,1,1-Trihydroxy-7-methyl-3-[[4-(3-oxo-3-phenylprop-1-enyl)phenyl]methyl]oct-6-en-2-one OC(C(C(CCC=C(C)C)CC1=CC=C(C=C1)C=CC(C1=CC=CC=C1)=O)=O)(O)O